2-amino-6-(2,6-dichlorophenyl)-8-methylpyrido[2,3-d]pyrimidin-7(8H)-one NC=1N=CC2=C(N1)N(C(C(=C2)C2=C(C=CC=C2Cl)Cl)=O)C